1-(4'-fluoro-[1,1'-biphenyl]-3-yl)ethan-1-one FC1=CC=C(C=C1)C1=CC(=CC=C1)C(C)=O